CC1=CC=C(C=C1)CCN 2-(4-methylphenyl)ethylamine